N-(5-((6,7-dimethoxyquinolin-4-yl)oxy)-3-fluorophenyl)-4-oxo-1-(tetrahydro-2H-pyran-4-yl)-5-p-tolyl-1,4-dihydropyridazine-3-carboxamide COC=1C=C2C(=CC=NC2=CC1OC)OC=1C=C(C=C(C1)NC(=O)C1=NN(C=C(C1=O)C1=CC=C(C=C1)C)C1CCOCC1)F